5-[3-({(1S)-1-[(1R,5S,8S)-3-azabicyclo[3.2.1]oct-8-yl]ethyl}amino)-4-(trifluoromethyl)phenyl]-1,3,4-oxadiazol-2(3H)-one [C@@H]12CNC[C@@H](CC1)C2[C@H](C)NC=2C=C(C=CC2C(F)(F)F)C2=NNC(O2)=O